7-bromo-8-iodo-6-((oxetan-3-yloxy)methyl)-3,4-dihydropyrrolo[1,2-a]pyrazin-1(2H)-one BrC=1C(=C2N(CCNC2=O)C1COC1COC1)I